FC1(CC(C1)NC(=O)[C@@H]1C[C@@H]2[C@H](C(OC3=CC(=CC(=C23)O)C(C)(CCCCCC)C)(C)C)CC1)F (6aR,9S,10aR)-N-(3,3-difluorocyclobutyl)-1-hydroxy-6,6-dimethyl-3-(2-methyloctan-2-yl)-6a,7,8,9,10,10a-hexahydro-6H-benzo[c]chromene-9-carboxamide